BrC1=CC=C(C=C1)/C(=C(\C1=CC=CC=C1)/C1=CC=C(C=C(C#N)C#N)C=C1)/C1=CC=C(C=C1)C(=C(C#N)C#N)C (E)-2-(4-(2-(4-bromophenyl)-2-(4-(1,1-dicyanoprop-1-en-2-yl)phenyl)-1-phenylvinyl)benzylidene)malononitrile